2-bromo-3,4,6-trimethyl-aniline BrC1=C(N)C(=CC(=C1C)C)C